COC=1C=C2C=CC(=CC2=CC1)[C@@H](CNC1=NC2=C(N1)C=CC=C2)C (S)-N-(2-(6-methoxynaphthalen-2-yl)propyl)-1H-benzo[d]imidazol-2-amine